COC1=C(C(=CC=C1)OC)C1=CNC2=NC(=CC=C21)NC(=O)[C@H]2[C@@H](C2)CN2CCOCC2 (1R,2R)-N-(3-(2,6-dimethoxyphenyl)-1H-pyrrolo[2,3-b]pyridin-6-yl)-2-(morpholinomethyl)cyclopropanecarboxamide